8-((3-(dimethylamino)azetidin-1-yl)methyl)-3,9-dihydroxybenzo[5,6]oxazepin CN(C1CN(C1)CC1=C(C2=C(C=CC(=NO2)O)C=C1)O)C